C(C)(=O)OC(C(=O)Cl)(C)C 2-chloro-1,1-dimethyl-2-oxoethyl acetate